N-(1-cyanocyclopropyl)-7-methyl-6-[(2S)-2-(trifluoromethyl-sulfonyl-amino)propoxy]indane-4-carboxamide C(#N)C1(CC1)NC(=O)C=1C=2CCCC2C(=C(C1)OC[C@H](C)NS(=O)(=O)C(F)(F)F)C